ClC1=CC(=NC=C1)CNC(=S)NC1=CC=C(C=C1)[N+](=O)[O-] 1-[(4-chloro-2-pyridinyl)methyl]-3-(4-nitrophenyl)thiourea